C(#N)[C@H]1N(CCC1)C(CN1C[C@H](CC1)NC(=O)C=1C=2C=CC=NC2C=CC1)=O N-((S)-1-(2-((S)-2-Cyanopyrrolidin-1-yl)-2-oxoethyl)pyrrolidin-3-yl)chinolin-5-carboxamid